C(C)N1CCCC2=CC=CC=C12 1-ethyl-1,2,3,4-tetrahydroquinoline